F[P-](F)(F)(F)(F)F.C(CCCCCCCCCCCCC)C=1N=C(NC1)C=C tetradecyl-vinyl-imidazole hexafluorophosphate